CN(CCCOC1=C(C=C(C=C1)C1=CC=2C=3N(C=NC2C=C1)N(C(C3C(C)C)=O)C)C(F)(F)F)C 9-(4-(3-(dimethylamino)propoxy)-3-(trifluoromethyl)phenyl)-1-isopropyl-3-methylpyrazolo[1,5-c]quinazolin-2(3H)-one